6-amino-3,4-dihydronaphthalen-1(2H)-one NC=1C=C2CCCC(C2=CC1)=O